CC1=NC=CC(=C1OC=1C=C2C=NN(C2=CC1C=1C2=C(C(N(C1)C)=O)NC(=C2)C(=O)NCC)CC(C)(C)OC)C 4-(5-((2,4-dimethylpyridin-3-yl)oxy)-1-(2-methoxy-2-methylpropyl)-1H-indazol-6-yl)-N-ethyl-6-methyl-7-oxo-6,7-dihydro-1H-pyrrolo[2,3-c]pyridine-2-carboxamide